4-ditert-butylphosphanyl-N,N-dimethyl-aniline palladium(2+) [Pd+2].C(C)(C)(C)P(C1=CC=C(N(C)C)C=C1)C(C)(C)C